1-(7-bromoquinazolin-4-yl)piperidine-3-carboxylic acid ethyl ester C(C)OC(=O)C1CN(CCC1)C1=NC=NC2=CC(=CC=C12)Br